Cl.C(C)(=O)OC=1C(C(=O)OCCN(CC)CC)=CC=CC1 N,N-diethylaminoethyl acetylsalicylate, hydrochloride